6-[5-[1-Benzyloxy-1-(trifluoromethyl)pent-4-enyl]-1,3,4-oxadiazol-2-yl]-N-(1-methylbut-3-enyl)-5-nitro-3-(trifluoromethyl)pyridin-2-amine C(C1=CC=CC=C1)OC(CCC=C)(C(F)(F)F)C1=NN=C(O1)C1=C(C=C(C(=N1)NC(CC=C)C)C(F)(F)F)[N+](=O)[O-]